2-(2-(dimethylamino)pyridin-4-yl)-N4-isopropyl-6-phenyl-1,3,5-triazine-2,4-diamine CN(C1=NC=CC(=C1)C1(NC(=NC(=N1)NC(C)C)C1=CC=CC=C1)N)C